[N+](=O)([O-])[Ce+2][N+](=O)[O-] dinitrocerium (IV)